5-chloro-4-fluoro-N-(6-methoxy-2-methylpyridin-3-yl)-2-((2-methyl-4-(trifluoromethoxy)-phenyl)amino)-benzamide ClC=1C(=CC(=C(C(=O)NC=2C(=NC(=CC2)OC)C)C1)NC1=C(C=C(C=C1)OC(F)(F)F)C)F